C(C)C=1N=C(C2=C(N1)SC(=C2)C)NCCCC2=CC(=C(C=C2)OC(F)(F)F)C 2-ethyl-6-methyl-N-(3-(3-methyl-4-(trifluoromethoxy)phenyl)propyl)thieno[2,3-d]pyrimidin-4-amine